[Cl-].C(CCCCCCCCCCCCCCC)C(C[N+](CCC[Si](O)(O)O)(C)C)[NH+](C)C.[Cl-] 1-hexadecyl-N1,N1,N2,N2-tetramethyl-N2-(3-(trihydroxysilyl)propyl)ethane-1,2-diaminium chloride